C(C1=CC=CC=C1)OCC(CCO)O 4-(benzyloxy)butane-1,3-diol